S1C=CC(=C1)N Thiophene-4-amine